(2R)-2-(6-{5-chloro-2-[(oxan-4-yl)amino]pyrimidin-4-yl}-1-oxo-2,3-dihydro-1H-isoindol-2-yl)-N-[(1S)-2-hydroxy-1-(5-methylthiophen-3-yl)ethyl]propanamide ClC=1C(=NC(=NC1)NC1CCOCC1)C1=CC=C2CN(C(C2=C1)=O)[C@@H](C(=O)N[C@H](CO)C1=CSC(=C1)C)C